2-((2-fluoro-4-(4,4,5,5-tetramethyl-1,3,2-dioxaborolan-2-yl)phenyl)amino)-1-(3-fluorophenyl)-2-oxoethyl acetate C(C)(=O)OC(C(=O)NC1=C(C=C(C=C1)B1OC(C(O1)(C)C)(C)C)F)C1=CC(=CC=C1)F